5-Fluoro-1-((2S,4aR,6R,7aS)-2-oxo-2-phenoxytetrahydro-4H-furo[3,2-d][1,3,2]dioxaphosphorin-6-yl)pyrimidine-2,4(1H,3H)-dione FC=1C(NC(N(C1)[C@H]1C[C@@H]2O[P@](OC[C@H]2O1)(OC1=CC=CC=C1)=O)=O)=O